BrC1=NN(C(=C1)C(C)(C)O)C1CC1 2-(3-bromo-1-cyclopropyl-1H-pyrazol-5-yl)propan-2-ol